COC1=CC=C(C=C1)C1(SCCCS1)\C=C\C=C(C1=CC=C(C=C1)OC)C1=CC=C(C=C1)OC (E)-2-(4-methoxyphenyl)-2-(4,4-bis(4-methoxyphenyl)-1,3-butadienyl)-1,3-dithiane